pyrido[2,1-b]quinazolinone C1(C2=CN3C(=NC2=CC=C1)C=CC=C3)=O